Cl.Cl.Cl.CN1CCN(CC1)CC=1C=C(C=C(C1)C(F)(F)F)NC(=O)C1=CSC=2CNCCC21 N-(3-((4-methylpiperazin-1-yl)methyl)-5-(trifluoromethyl)phenyl)-4,5,6,7-tetrahydrothieno[2,3-c]pyridine-3-carboxamide trihydrochloride